C(#N)C(CC(C(=O)O)SC(=S)SCCCCCCCCCCCC)C 4-cyano(dodecylmercaptothiocarbonyl)sulfanylpentanoic acid